NC1=CC=C(C=C1)C(C(F)(F)F)O 1-(4-aminophenyl)-2,2,2-trifluoroethan-1-ol